4-chloro-2-{6-oxo-8-thia-4,5-diazatricyclo[7.4.0.02,7]trideca-1(9),2(7),3-trien-5-yl}pyridine-3-carbaldehyde ClC1=C(C(=NC=C1)N1N=CC=2C=3CCCCC3SC2C1=O)C=O